3-(4-cyano-2-methylphenoxy)-5-methyl-N-[3-(methylthio)phenyl]-6-(trifluoromethyl)pyridazine-4-carboxamide C(#N)C1=CC(=C(OC=2N=NC(=C(C2C(=O)NC2=CC(=CC=C2)SC)C)C(F)(F)F)C=C1)C